(2S)-2'-bromo-2-(1-((trimethylsilyl)methyl)-1H-1,2,3-triazol-4-yl)-4',5'-dihydrospiro[piperidine-4,7'-thieno[2,3-c]pyran]-1-carboxylate BrC1=CC2=C(C3(OCC2)C[C@H](N(CC3)C(=O)[O-])C=3N=NN(C3)C[Si](C)(C)C)S1